FC1=C(C=CC=2OCCOC21)B2OC(C(O2)(C)C)(C)C 2-(5-fluoro-2,3-dihydro-1,4-benzodioxin-6-yl)-4,4,5,5-tetramethyl-1,3,2-dioxaborolane